O=C1[C@H]2C[C@H]2CO1 (1S,5R)-2-oxo-3-oxabicyclo[3.1.0]-hexane